N-(6-amino-5-methyl-3-pyridyl)-2-[(2R,5S)-2-(1H-benzimidazol-5-yl)-5-methyl-1-piperidyl]-2-oxo-acetamide NC1=C(C=C(C=N1)NC(C(=O)N1[C@H](CC[C@@H](C1)C)C1=CC2=C(NC=N2)C=C1)=O)C